N(=[N+]=[N-])CCCCCC(C(C)(C)C1=CC(=C(C(=C1)OC)[C@H]1C=C([C@@H]2C([C@H]1C2)(C)C)CN2C(C1=CC=CC=C1C2=O)=O)OC)C2=CC=CC=C2 2-(((1S,4S,5S)-4-(4-(8-azido-2-methyl-3-phenyloctan-2-yl)-2,6-dimethoxyphenyl)-6,6-dimethylbicyclo[3.1.1]hept-2-en-2-yl)methyl)isoindoline-1,3-dione